(R)-5-((1-methoxypropan-2-yl)oxy)benzo[d]oxazole COC[C@@H](C)OC=1C=CC2=C(N=CO2)C1